CC=1C(C=CC(C1C)=O)=O 2,3-dimethyl-benzoquinone